(3S,4R)-4-((5-Chloro-4-(7'-fluoro-2'-methylspiro[cyclopentane-1,3'-indol]-5'-yl)pyrimidine-2-yl)amino)tetrahydro-2H-pyran-3-ol ClC=1C(=NC(=NC1)N[C@H]1[C@@H](COCC1)O)C=1C=C2C3(C(=NC2=C(C1)F)C)CCCC3